FC=1[C@]2(C3=CC=CC=C3C1F)CC(CCC2)=O (S)-2',3'-Difluorospiro[cyclohexane-1,1'-inden]-3-one